N-(3-bromo-4-methyl-5-(pyridin-2-yl)phenyl)-6-azabicyclo[3.1.1]heptane-6-carboxamide BrC=1C=C(C=C(C1C)C1=NC=CC=C1)NC(=O)N1C2CCCC1C2